[Te](=O)([O-])[O-].[Cd+2] cadmium tellurite